(3R,4S)-3-fluoro-4-methoxypiperidine trifluoroacetate FC(C(=O)O)(F)F.F[C@@H]1CNCC[C@@H]1OC